C(=C)C1(C(=O)OCCC1)C=C α,α-divinyl-δ-valerolactone